C(C)[C@]12CCCC3CC3C=3C=CC=4OCC[C@H](NC(C=5C=C6C(OCC[C@H]6N(C(N1)=N)C(C2)=O)=CC5)=O)C4C3 |r| rac-(8R,12R,22S)-8-ethyl-10-imino-15,25-dioxa-9,11,21-triazaheptacyclo[20.6.2.28,11.216,19.02,4.012,17.026,30]tetratriaconta-1(29),16(32),17,19(31),26(30),27-hexaene-20,33-dione